2-chloro-N-(5-chloro-6-(3-(4,4-difluoropiperidin-1-yl)azetidin-1-carbonyl)pyridin-3-yl)-4-(3-ethynylpyridin-4-yl)-5-fluorobenzamide ClC1=C(C(=O)NC=2C=NC(=C(C2)Cl)C(=O)N2CC(C2)N2CCC(CC2)(F)F)C=C(C(=C1)C1=C(C=NC=C1)C#C)F